IC1C(=O)OC1C α-iodo-β-butyrolactone